ethyl 5-(4-(((tetrahydro-2H-pyran-2-yl)oxy)methyl)bicyclo[2.2.2]octan-1-yl)-1H-pyrazole-3-carboxylate O1C(CCCC1)OCC12CCC(CC1)(CC2)C2=CC(=NN2)C(=O)OCC